(2S,3S)-2-(benzyloxycarbonylamino)-3,5-dimethyl-hex-5-enoic acid ethyl ester C(C)OC([C@H]([C@H](CC(=C)C)C)NC(=O)OCC1=CC=CC=C1)=O